5-(tert-Butyl)-4-fluoro-2-hydroxybenzoic acid C(C)(C)(C)C=1C(=CC(=C(C(=O)O)C1)O)F